3-bromo-5-(3-chloro-5-fluorophenoxy)-1-[(3-methyloxetan-3-yl)methyl]-1,2,4-triazole BrC1=NN(C(=N1)OC1=CC(=CC(=C1)F)Cl)CC1(COC1)C